Cesium bromoplumbum Br[Pb].[Cs]